(4-((5-fluoro-2-methoxybenzoylamino)methyl)phenyl)-2-(4-methoxybenzyl)-4-(pyrimidin-4-yl)-2H-pyrazolo[4,3-c]Pyridine-7-carboxamide FC=1C=CC(=C(C(=O)NCC2=CC=C(C=C2)C=2N(N=C3C2C(=NC=C3C(=O)N)C3=NC=NC=C3)CC3=CC=C(C=C3)OC)C1)OC